3,7-dimethyl-2,6-octadienyl ethanoate C(C)(=O)OCC=C(CCC=C(C)C)C